C(C)(C)(C)C1=CC=C(C=C1)CCS(=O)(=O)N(C)C 2-(4-tert-butylphenyl)-N,N-dimethylaminosulfonylethane